10-(2,6-difluoro-4-{[2-(methylamino)ethyl]amino}phenyl)-4-fluoro-8-(2-methoxyethyl)-9-oxo-6,8,10-triazatricyclo[9.4.0.02,7]pentadeca-1(11),2(7),3,5,12,14-hexaene-13-carbonitrile FC1=C(C(=CC(=C1)NCCNC)F)N1C(N(C=2N=CC(=CC2C=2C=CC(=CC12)C#N)F)CCOC)=O